2-methyl-4-(oxetan-3-yl)piperazine CC1NCCN(C1)C1COC1